(S)-N-(1-(4-chlorophenyl)-3-hydroxypropyl)-2-(methylamino)thieno[2,3-h]quinazoline-8-carboxamide ClC1=CC=C(C=C1)[C@H](CCO)NC(=O)C1=CC=2C(=CC=C3C=NC(=NC23)NC)S1